C(C)(C)C1CC(OC1=O)CCC(=O)O 3-(4-Isopropyl-5-oxotetrahydrofuran-2-yl)propanoic acid